FC=1C(=C(OC=2C(=C(C(=NC2)C(F)(F)F)OC)C(=O)O)C=CC1F)OC 5-(3,4-difluoro-2-methoxy-phenoxy)-3-methoxy-2-(trifluoromethyl)pyridine-4-carboxylic acid